C(C)(C)(C)OC(=O)N(C(=O)C1=COC=C1)C=1C(=C(C(=O)OC)C=CC1I)F methyl 3-[N-(tert-butoxycarbonyl) furan-3-amido]-2-fluoro-4-iodobenzoate